tetramethyl-4,4'-biphenyltetracarboxylic acid CC=1C(=C(C=CC1C1=C(C(=C(C(=C1C(=O)O)C)C(=O)O)C(=O)O)C(=O)O)C)C